Ethyl 5-amino-2-[6-(1,1-difluoropropyl) pyridin-3-yl]-3-methylbenzoate NC=1C=C(C(=C(C(=O)OCC)C1)C=1C=NC(=CC1)C(CC)(F)F)C